1-[5-(4-fluorophenyl)-7-iodo-6-(3-methyl-oxetan-3-yl)pyrrolo[2,3-f]indazol-1-yl]-2,2-dimethyl-propan-1-one FC1=CC=C(C=C1)N1C(=C(C2=C1C=C1C=NN(C1=C2)C(C(C)(C)C)=O)I)C2(COC2)C